N-(2-(2,6-dioxopiperidin-3-yl)-1-oxoisoindolin-5-yl)-1-(tetrahydro-2H-pyran-4-yl)-1H-pyrrolo[2,3-b]pyridine-5-carboxamide O=C1NC(CCC1N1C(C2=CC=C(C=C2C1)NC(=O)C=1C=C2C(=NC1)N(C=C2)C2CCOCC2)=O)=O